N-(4-(4-amino-5-(4-(piperidine-1-carbonyl)phenyl)pyrrolo[2,1-f][1,2,4]triazin-6-yl)phenyl)acrylamide NC1=NC=NN2C1=C(C(=C2)C2=CC=C(C=C2)NC(C=C)=O)C2=CC=C(C=C2)C(=O)N2CCCCC2